2-[5-methyl-4-[2-(trifluoromethyl)-4-pyridyl]imidazol-1-yl]-N-[5-(3-pyridyl)-2-pyridyl]acetamide CC1=C(N=CN1CC(=O)NC1=NC=C(C=C1)C=1C=NC=CC1)C1=CC(=NC=C1)C(F)(F)F